(R)-3-(cyanomethyl)piperazine-1-carboxylic acid tert-butyl ester C(C)(C)(C)OC(=O)N1C[C@H](NCC1)CC#N